methyl 3-chloro-5-{[2-(4-{2-[(2R,3R,4R,5S)-3,4,5-trihydroxy-2-(hydroxymethyl)piperidin-1-yl]ethyl}phenyl)ethyl]amino}benzoate ClC=1C=C(C(=O)OC)C=C(C1)NCCC1=CC=C(C=C1)CCN1[C@@H]([C@H]([C@@H]([C@H](C1)O)O)O)CO